(S)-3-(1-methyl-2-pyrrolidinyl)-pyridine CN1[C@@H](CCC1)C=1C=NC=CC1